(R/S)-(4-((2-(difluoromethyl)-2H-tetrazol-5-yl)(phenyl)methyl)piperazin-1-yl)(4-(5-(1-methyl-1H-pyrazol-4-yl)benzofuran-2-yl)pyridin-2-yl)methanone FC(N1N=C(N=N1)[C@H](N1CCN(CC1)C(=O)C1=NC=CC(=C1)C=1OC2=C(C1)C=C(C=C2)C=2C=NN(C2)C)C2=CC=CC=C2)F |r|